FC=1C=CC(=NC1)C1(CCOC2(C1)CCOCC2)CCNC2CC1=CC=CC=C1C2 N-(2-(4-(5-fluoropyridin-2-yl)-1,9-dioxaspiro[5.5]undecane-4-yl)ethyl)-2,3-dihydro-1H-Inden-2-amine